N-ethyl-3-(6-(piperidin-3-yl)pyridin-2-yl)pyrazolo[1,5-a]pyridin-5-amine C(C)NC1=CC=2N(C=C1)N=CC2C2=NC(=CC=C2)C2CNCCC2